3-(3-chloro-5-{[(1r,4r)-4-(trifluoromethyl)cyclohexyl]oxy}phenyl)-4-methyl-1-(4-methylbenzenesulfonyl)-1H,4H,5H-pyrrolo[3,2-b]pyridin-5-one ClC=1C=C(C=C(C1)OC1CCC(CC1)C(F)(F)F)C1=CN(C2=C1N(C(C=C2)=O)C)S(=O)(=O)C2=CC=C(C=C2)C